5-Methyl-5'-(trifluoromethyl)-5,6-dihydro-[2,2'-bipyridine]-1(4H)-carboxylic acid tert-butyl ester C(C)(C)(C)OC(=O)N1C(=CCC(C1)C)C1=NC=C(C=C1)C(F)(F)F